[C@H]12NC[C@H]([C@H](C1)C1=CC=C(C=C1)C1=CC(=CC3=CC(=CC=C13)C1=CC=C(C=C1)C(F)(F)F)C(=O)OCC)C2 |r| rac-Ethyl 4-(4-((1S,4S,5S)-2-azabicyclo[2.2.1]heptan-5-yl)phenyl)-7-(4-(trifluoromethyl)phenyl)-2-naphthoate